N(C(=N)N)NC(C(=O)O)CC1=CC=CC=C1 2-(carbamimidamido-amino)-3-phenylpropanoic acid